BrC=1N(C=CC1[N+](=O)[O-])C(=O)OC(C)(C)C tert-butyl 2-bromo-3-nitro-1H-pyrrole-1-carboxylate